C1(CC1)C1=NNC(=N1)C1CC2(CN(C2)C(=O)N2CCC(CC2)COC2=C(C=C(C=C2)C(F)(F)F)S(=O)(=O)C)C1 [6-(3-cyclopropyl-1H-1,2,4-triazol-5-yl)-2-azaspiro[3.3]heptan-2-yl]-[4-[[2-mesyl-4-(trifluoromethyl)phenoxy]methyl]piperidino]methanone